BrC1=CC=CC=2C=3N(C(=NC12)[C@@](N)(C(C)C)C(=O)N)N=C(N3)C3=CC=C(C=C3)OC 2-[7-bromo-2-(4-methoxyphenyl)[1,2,4]triazolo[1,5-c]quinazolin-5-yl]-D-valinamide